C(N)(OCN1C(CCC1=O)=O)=O 2,5-dioxopyrrolidin-1-ylmethyl carbamate